3-(R)-(2-cyanoethyl)pyrrolidine-1-carboxylic acid tert-butyl ester C(C)(C)(C)OC(=O)N1C[C@@H](CC1)CCC#N